4-Methyl-7-nitro-2,4-dihydroquinoxalin CN1CCNC2=CC(=CC=C12)[N+](=O)[O-]